CC1=CC=C(C=C1)C1=CC=C(C=C1)B(O)O 4'-methyl-4-biphenyl-boronic acid